N-(4-amino-3-fluorophenyl)-4'-fluoro-6-methyl-2-oxo-1,2-dihydro-[1,1'-biphenyl]-3-carboxamide NC1=C(C=C(C=C1)NC(=O)C=1C(C(C(=CC1)C)C1=CC=C(C=C1)F)=O)F